C[C@@H]1N(CC1)C1=NC(=CC(=N1)N1CC(C1)OCC(=O)N1CCN(CC1)C(=O)OC(C)(C)C)C(F)(F)F tert-butyl (S)-4-(2-((1-(2-(2-methylazetidin-1-yl)-6-(trifluoromethyl)pyrimidine-4-yl)azetidin-3-yl)oxy)acetyl)piperazine-1-carboxylate